C(C)(CC)NCC1C2C(CC(C1)C2)CNC(C)CC N,N'-di-sec-butyl-2,6-diaminomethyl-bicyclo[2.2.1]heptane